[Co](C#N)C#N.[Ti] titanium-cobalt cyanide